C1(CCCCC1)CN1[C@H](C[C@@H](CC1)CC1=CC=2N(C=C1)N=CC2N2C(NC(CC2)=O)=O)C 1-(5-(((2S,4R)-1-(cyclohexylmethyl)-2-methylpiperidin-4-yl)methyl)pyrazolo[1,5-a]pyridin-3-yl)dihydropyrimidine-2,4(1H,3H)-dione